(E)-N-(5-((4-(5-fluoro-1-methyl-1H-indol-3-yl)pyrimidin-2-yl)amino)-2-((2-hydroxyethyl)(methyl)amino)-4-methoxyphenyl)but-2-enamide FC=1C=C2C(=CN(C2=CC1)C)C1=NC(=NC=C1)NC=1C(=CC(=C(C1)NC(\C=C\C)=O)N(C)CCO)OC